ClC1=NC=CC(=N1)NC1=CC(=C(C(=C1)OC)OC)OC 2-chloro-N-(3,4,5-trimethoxyphenyl)pyrimidine-4-amine